4-[2-(cyclopent-1-en-1-yl)-5-nitrobenzoyl]morpholine tert-butyl-(S)-4-(3-bromo-1-tosyl-1H-pyrrolo[3,2-c]pyridin-4-yl)-3-methylpiperazine-1-carboxylate C(C)(C)(C)OC(=O)N1C[C@@H](N(CC1)C1=NC=CC2=C1C(=CN2S(=O)(=O)C2=CC=C(C)C=C2)Br)C.C2(=CCCC2)C2=C(C(=O)N1CCOCC1)C=C(C=C2)[N+](=O)[O-]